2-cyclobutyl-5-(3-(difluoromethyl)imidazo[1,2-b]pyridazin-6-yl)-7H-pyrrolo[2,3-d]pyrimidine C1(CCC1)C=1N=CC2=C(N1)NC=C2C=2C=CC=1N(N2)C(=CN1)C(F)F